ethyl-p-Bocaniline C(C)NC1=CC=C(C=C1)C(=O)OC(C)(C)C